C1(CC1)C=1C=C2C=CC=3N=CSC3C2=CC1 7-Cyclopropylnaphtho[2,1-d]thiazole